(4-(PYRROLIDIN-1-YL)PIPERIDIN-1-YL)PHOSPHONIC DICHLORIDE HYDROCHLORIDE Cl.N1(CCCC1)C1CCN(CC1)P(=O)(Cl)Cl